(p-nonylphenyl)-phosphite C(CCCCCCCC)C1=CC=C(C=C1)OP([O-])[O-]